CC1=C(C=C(C=C1)N)C(=O)NC 5-amino-N,2-dimethylbenzamide